NC1=C(C=C(N=N1)C1=C(C=CC=C1)O)N1CC2CCC(C1)N2C2=CC(=NC=C2)C#CCN2CCN(CC2)C2CC2 2-[6-amino-5-[8-[2-[3-(4-cyclopropylpiperazin-1-yl)prop-1-ynyl]-4-pyridyl]-3,8-diazabicyclo[3.2.1]octan-3-yl]pyridazin-3-yl]phenol